N-Benzylcarbamic Acid C(C1=CC=CC=C1)NC(O)=O